C/C(=C\CC[C@@](C)(C=C)O)/CCC=C (S)-trans-Nerolidol